[C@H]1(CCCC2=CC=CC=C12)C(=O)O (R)-1,2,3,4-tetrahydronaphthalene-1-carboxylic acid